tert-butyl (2R,3S,4S,5R)-3-(3,4-difluoro-2-(((trifluoromethyl)sulfonyl)oxy)phenyl)-4,5-dimethyl-5-(trifluoromethyl)tetrahydrofuran-2-carboxylate FC=1C(=C(C=CC1F)[C@H]1[C@@H](O[C@]([C@H]1C)(C(F)(F)F)C)C(=O)OC(C)(C)C)OS(=O)(=O)C(F)(F)F